CC1(OC[C@H](O1)C1=NC=CC(=C1)N)C |o1:4| rel-2-[2,2-dimethyl-1,3-dioxolan-4-yl]Pyridin-4-amine